N=1C=NN2C1C=C(C=C2)OC2=C(C=C(C=C2)NC=2C1=C(N=CN2)C=CC(=N1)N1C(/C(/CC1)=C/[C@@H](C)N(C)C)=O)C (R,E)-1-(4-((4-([1,2,4]triazolo[1,5-a]pyridin-7-yloxy)-3-methylphenyl)amino)pyrido[3,2-d]pyrimidin-6-yl)-3-(2-(dimethylamino)propylidene)pyrrolidin-2-one